C(C1=CC=CC=C1)OC=1C(=NN(C1C=1N=CN(C1)C)CCCOC)C 4-(benzyloxy)-1-(3-methoxypropyl)-3-methyl-5-(1-methyl-1H-imidazol-4-yl)-1H-pyrazole